4-{phenyl-[1-(2-phenylethyl)piperidin-4-yl]Amino}butyric acid C1(=CC=CC=C1)N(CCCC(=O)O)C1CCN(CC1)CCC1=CC=CC=C1